(2S)-methyl-4-(1-piperidinyl)piperidine-1-carboxylic acid tert-butyl ester C(C)(C)(C)OC(=O)N1[C@H](CC(CC1)N1CCCCC1)C